6-(3-(dimethylamino)-2-methylphenyl)-2-(pyrimidin-2-yl)-5,6,7,8-tetrahydrophthalazin-1(2H)-one CN(C=1C(=C(C=CC1)C1CC=2C=NN(C(C2CC1)=O)C1=NC=CC=N1)C)C